N-((1R,2R,3S,4R,Z)-7-(cyclopropyl-methylene)-3-((4-fluoro-3-(trifluoromethyl)phenyl)carbamoyl)bicyclo[2.2.1]heptan-2-yl)-2-methoxynicotinamide C1(CC1)\C=C\1/[C@@H]2[C@H]([C@H]([C@H]1CC2)C(NC2=CC(=C(C=C2)F)C(F)(F)F)=O)NC(C2=C(N=CC=C2)OC)=O